C(N1C2C(CCC1)NCC2)([2H])([2H])[2H] 4-(Methyl-d3)octahydro-1H-pyrrolo[3,2-b]pyridine